4-(5-chlorobenzofuran-7-yl)-6-methyl-pyridine-3-carboxylic acid ClC=1C=C(C2=C(C=CO2)C1)C1=C(C=NC(=C1)C)C(=O)O